C(C)(=O)O[C@@H]([C@@H](C(=O)N1C(OC[C@@H]1CC1=CC=CC=C1)=O)C)C(C)C (2S,3R)-1-((S)-4-benzyl-2-oxooxazolidin-3-yl)-2,4-dimethyl-1-oxopentan-3-yl acetate